C(C)C(COC(C=CC1=CC=C(C=C1)OC)=O)CCCC.FC(C)(F)C1=NC(=CC(=N1)NC1=C(C=NC(=C1)NC(C)=O)C1=NC(=CC=C1)F)C N-(4'-((2-(1,1-difluoroethyl)-6-methylpyrimidin-4-yl)amino)-6-fluoro-[2,3'-bipyridyl]-6'-yl)acetamide 2-ethylhexyl-p-methoxycinnamate